tert-Butyl 2-[4-[[[4-[[3-(2,3-difluoro-4-methoxy-phenyl)imidazo[1,2-a]pyrazin-8-yl]amino]-2-ethyl-benzoyl]amino]methyl]-1-methyl-piperidin-1-ium-1-yl]acetate iodide [I-].FC1=C(C=CC(=C1F)OC)C1=CN=C2N1C=CN=C2NC2=CC(=C(C(=O)NCC1CC[N+](CC1)(C)CC(=O)OC(C)(C)C)C=C2)CC